ethyl 4-(1-isopropyl-4-methyl-1H-pyrazol-3-yl)-3-(pyridin-2-yl)-1H-pyrrole-2-carboxylate C(C)(C)N1N=C(C(=C1)C)C=1C(=C(NC1)C(=O)OCC)C1=NC=CC=C1